N-(2-methoxy)ethylcarboxamide COCCNC=O